(E)-3,7-Dimethyl-2,6-octadienyl heptanoate C(CCCCCC)(=O)OC\C=C(\CCC=C(C)C)/C